allyl-tributyl-stannane C(C=C)[Sn](CCCC)(CCCC)CCCC